[2-(4-chlorophenyl)-2-oxoethyl]malonic acid dimethyl ester COC(C(C(=O)OC)CC(=O)C1=CC=C(C=C1)Cl)=O